CCC(CCC(CC)O)O 3,6-octanediol